O=C1NC(CCC1N1C(N(C2=C1C=C(C(=C2)N2[C@H](CN(CC2)CC(=O)OC(C)(C)C)C)F)C)=O)=O tert-butyl 2-[(3S)-4-[1-(2,6-dioxo-3-piperidyl)-6-fluoro-3-methyl-2-oxo-benzimidazol-5-yl]-3-methyl-piperazin-1-yl]acetate